2,4,6-trimethylphenyl-phenylketone CC1=C(C(=CC(=C1)C)C)C1=C(C=CC=C1)C(=O)C1=C(C=CC=C1)C1=C(C=C(C=C1C)C)C